C(C)(=O)N1CCC2=CC(=CC=C12)C(CCN1CCN(CC1)C1=CC=C(C=C1)Cl)=O 1-(1-acetylindolin-5-yl)-3-(4-(4-chlorophenyl)piperazin-1-yl)propan-1-one